C1(CCC1)OC=1C(=CC2=CN(N=C2C1)C12COC(C1)(C2)COC)C(=O)NC=2C(N(C=CC2)[C@H]2[C@@H](C2)F)=O 6-cyclobutoxy-N-(1-((1R,2R)-2-fluorocyclopropyl)-2-oxo-1,2-dihydropyridin-3-yl)-2-(1-(methoxymethyl)-2-oxabicyclo[2.1.1]hexan-4-yl)-2H-indazole-5-carboxamide